[6-[[5-(trifluoromethyl)pyrazin-2-yl]methyl]-2-azaspiro[3.3]heptan-2-yl]-[6-[6-(trifluoromethyl)-3-pyridyl]-2-azaspiro[3.3]heptan-2-yl]methanone FC(C=1N=CC(=NC1)CC1CC2(CN(C2)C(=O)N2CC3(C2)CC(C3)C=3C=NC(=CC3)C(F)(F)F)C1)(F)F